2-[4-(3-bromo-propoxy)-3,5-dimethyl-phenyl]-5,7-dimethoxy-3H-quinazolin-4-one BrCCCOC1=C(C=C(C=C1C)C1=NC2=CC(=CC(=C2C(N1)=O)OC)OC)C